4-chloro-2,3-difluorobenzoic acid ClC1=C(C(=C(C(=O)O)C=C1)F)F